C=CO[Si](OC)(OC)C methylene-methyltrimethoxysilane